(2S,4r)-1-[(2S)-3,3-dimethyl-2-[4-[[6-(trifluoromethyl)-2-pyridinyl]oxymethyl]triazol-1-yl]butyryl]-4-hydroxy-N-methyl-pyrrolidine-2-carboxamide CC([C@@H](C(=O)N1[C@@H](C[C@H](C1)O)C(=O)NC)N1N=NC(=C1)COC1=NC(=CC=C1)C(F)(F)F)(C)C